CC1(CN(CC1)C=1C=NC=C(C1)B1OC(C(O1)(C)C)(C)C)NC(OC(C)(C)C)=O tert-butyl (3-methyl-1-(5-(4,4,5,5-tetramethyl-1,3,2-dioxaborolan-2-yl)pyridin-3-yl)pyrrolidin-3-yl)carbamate